6-[2-methyl-6-(trifluoromethyl)pyrimidin-4-yl]-2-[1-(2,2,2-trifluoroethyl)-1H-pyrazolo[3,4-d]pyrimidin-6-yl]-2,6-diazaspiro[3.4]octane CC1=NC(=CC(=N1)N1CC2(CN(C2)C2=NC=C3C(=N2)N(N=C3)CC(F)(F)F)CC1)C(F)(F)F